C=1[Se]C=C2C1C=CC=C2 benzo[c]selenophen